N=1NC(C=CC1)=O 3-diazinon